3,4,6-tri-O-acetyl-2-azido-1-bromo-2-deoxy-α-D-glucose C(C)(=O)O[C@@H]1[C@H]([C@@](O)(O[C@@H]([C@H]1OC(C)=O)COC(C)=O)Br)N=[N+]=[N-]